(S)-2-hydroxy-6-((4-(2-(hydroxymethyl)nicotinoyl)morpholin-3-yl)methoxy)benzaldehyde OC1=C(C=O)C(=CC=C1)OC[C@H]1N(CCOC1)C(C1=C(N=CC=C1)CO)=O